CN(C(=O)C=1C(=CC(N(C1)CC1(CCN(CC12CCCC2)C(=O)OC(C)(C)C)O)=O)C2=CSC=C2)C tert-Butyl 10-((5-(dimethylcarbamoyl)-2-oxo-4-(thiophen-3-yl)pyridin-1(2H)-yl)methyl)-10-hydroxy-7-azaspiro[4.5]decane-7-carboxylate